2,4-dichloro-5-ethoxypyrimidine ClC1=NC=C(C(=N1)Cl)OCC